FC1=C(C=CC(=C1)F)C(CN1CCC(CC1)=O)(CN1N=CN=C1)O 1-(2-(2,4-difluorophenyl)-2-hydroxy-3-(1H-1,2,4-triazol-1-yl)propyl)piperidin-4-one